(2E,6Z)-nona-2,6-dien-1-yl 2-hydroxybenzoate OC1=C(C(=O)OC\C=C\CC\C=C/CC)C=CC=C1